cyclohexyl(8-(4-cyclopentylpiperazin-1-yl)-5,5-dimethyl-1,3,4,5-tetrahydro-2H-benzo[c]azepin-2-yl)methanone C1(CCCCC1)C(=O)N1CC2=C(C(CC1)(C)C)C=CC(=C2)N2CCN(CC2)C2CCCC2